1-(9-(4-amino-5-(5-cyclopropoxypyrimidin-2-yl)-7-methyl-7H-pyrrolo[2,3-d]pyrimidin-6-yl)-3-azaspiro[5.5]undec-8-en-3-yl)prop-2-en-1-one NC=1C2=C(N=CN1)N(C(=C2C2=NC=C(C=N2)OC2CC2)C2=CCC1(CCN(CC1)C(C=C)=O)CC2)C